ClC=1C(=NC(=NC1)NC=1C=NN(C1)CC(=O)N(C)C)N1OCCC1C1=CC=CC=C1 2-(4-((5-chloro-4-(3-phenylisooxazolidin-2-yl)pyrimidin-2-yl)amino)-1H-pyrazole-1-yl)-N,N-dimethylacetamide